((1S,4R)-4-(2-amino-6-(methylthio)-9H-purin-9-yl)cyclopent-2-en-1-yl)methanol NC1=NC(=C2N=CN(C2=N1)[C@H]1C=C[C@H](C1)CO)SC